1-(5-((2',3'-difluoro-3,6-dihydro-[4,4'-bipyridin]-1(2H)-yl)methyl)-1-oxoisoindolin-2-yl)dihydropyrimidine-2,4(1H,3H)-dione FC1=NC=CC(=C1F)C=1CCN(CC1)CC=1C=C2CN(C(C2=CC1)=O)N1C(NC(CC1)=O)=O